CC1(OB(OC1(C)C)C1=C2C=CC(=NC2=CC=C1)N1CCN(CC1)C(=O)OC(C)(C)C)C tert-butyl 4-(5-(4,4,5,5-tetramethyl-1,3,2-dioxaborolan-2-yl)quinolin-2-yl)piperazine-1-carboxylate